CS(=O)(=O)C1=NC(=NC=C1)N1CCN(CC1)C(=O)C1=CC=C(C=C1)C1=NC2=C(N1)C=CC=C2C(=O)N 2-(4-(4-(4-(methylsulfonyl)pyrimidin-2-yl)piperazine-1-carbonyl)phenyl)-1H-benzo[d]imidazole-4-carboxamide